(S)-N-((R)-(3-chloro-2,4-difluorophenyl)((2S,5R)-5-(trifluoromethyl)tetrahydro-2H-pyran-2-yl)methyl)-2-oxooxazolidine-4-carboxamide ClC=1C(=C(C=CC1F)[C@@H](NC(=O)[C@H]1NC(OC1)=O)[C@H]1OC[C@@H](CC1)C(F)(F)F)F